2-benzyl 1-(tert-butyl) (S)-2,5-dihydro-1H-pyrrole-1,2-dicarboxylate N1([C@@H](C=CC1)C(=O)OCC1=CC=CC=C1)C(=O)OC(C)(C)C